NC1=NC(=CC(=N1)C=1C(=C(C#N)C=CC1)OC)C=1N=NN(C1)CC1=C(C=CC=C1)NS(=O)(=O)C 3-[2-amino-6-(1-{[o-(methylsulfonylamino)phenyl]methyl}-1H-1,2,3-triazol-4-yl)-4-pyrimidinyl]-2-methoxybenzonitrile